5-((3-fluorobenzyl)oxy)-2-methyl-N-((tetrahydrofuran-2-yl)methyl)benzofuran-3-carboxamide FC=1C=C(COC=2C=CC3=C(C(=C(O3)C)C(=O)NCC3OCCC3)C2)C=CC1